[6-(5-Cyclopropyl-4H-1,2,4-triazol-3-yl)-2-azaspiro[3.3]heptan-2-yl]-[3-[6-(2-oxaspiro[3.3]heptan-6-yl)-3-pyridyl]azetidin-1-yl]methanone C1(CC1)C=1NC(=NN1)C1CC2(CN(C2)C(=O)N2CC(C2)C=2C=NC(=CC2)C2CC3(COC3)C2)C1